FC1=C(SC=C1C(C)(C)O)[S@](=O)(N)=NC(NC1=C2C(=NC3=C1CCC3)CCC2)=O (S)-3-fluoro-N'-((1,2,3,5,6,7-hexahydrodicyclopenta[b,e]pyridin-8-yl)carbamoyl)-4-(2-hydroxypropan-2-yl)thiophene-2-sulfonimidamide